CC=1C(=C(C=2CC3=CC=CC=C3C2C1)C1=C(C2=C(OC3=C2C=CC=C3)C=C1)C1(C(C(C(C(C1C1=NN=NC(=C1C1(C(C(C(C(C1[2H])([2H])[2H])([2H])[2H])([2H])[2H])([2H])[2H])[2H])C1(C(C(C(C(C1[2H])([2H])[2H])([2H])[2H])([2H])[2H])([2H])[2H])[2H])([2H])[2H])([2H])[2H])([2H])[2H])([2H])[2H])[2H])C (dimethylfluorenyl)[(diphenyl-d10)triazinylphenyl-d9]dibenzofuran